[Si](C)(C)(C(C)(C)C)OC1C([C@@H](O[C@@H]1CCO)N1C(NC(C=C1)=O)=O)OC 1-[(2R,5R)-4-[tert-butyl(dimethyl)silyl]oxy-5-(2-hydroxyethyl)-3-methoxy-tetrahydrofuran-2-yl]pyrimidine-2,4-dione